2'-chloro-N-(5-(hydroxymethyl)-1,3,4-thiadiazol-2-yl)-5'-methoxy-6-methyl-(4,4'-bipyridine)-3-carboxamide ClC1=NC=C(C(=C1)C1=C(C=NC(=C1)C)C(=O)NC=1SC(=NN1)CO)OC